4-Methoxy-N-(5-(4-(pyridin-2-yl)piperazin-1-yl)pyrazin-2-yl)benzamid COC1=CC=C(C(=O)NC2=NC=C(N=C2)N2CCN(CC2)C2=NC=CC=C2)C=C1